5-((1-(3,5-Dichlorobenzyl)-1H-pyrazolo[3,4-d]pyrimidin-4-yl)amino)1,3-dihydro-2H-benzo[d]imidazol-2-one ClC=1C=C(CN2N=CC=3C2=NC=NC3NC3=CC2=C(NC(N2)=O)C=C3)C=C(C1)Cl